COCOC1CCC2(C(=C(CC12)CCOCCCOCCCO)C1=CC=CC=C1)C(=C)C1=CC=CC=C1 3-(3-(2-(6-(methoxymethoxy)-3-phenyl-3a-(1-phenylvinyl)-1,3a,4,5,6,6a-hexahydropentalen-2-yl)ethoxy)propoxy)propan-1-ol